F[P-](F)(F)(F)(F)F.F[P-](F)(F)(F)(F)F.[Ru+2].N1=C(C=CC=C1)C1=NC=CC=C1.N1=C(C=CC=C1)C1=NC=CC=C1.N1=C(C=CC=C1)C1=NC=CC=C1 tris(2,2'-bipyridyl) ruthenium bis(hexafluorophosphate) salt